C[C@@H]1CN(C[C@H]2N1CCN(C2)CC=2C=NC=1CCNCC1C2)C2=C1C=CC=NC1=C(C=C2)C#N 5-[(4R,9aS)-4-methyl-8-(5,6,7,8-tetrahydro-1,6-naphthyridin-3-ylmethyl)-3,4,6,7,9,9a-hexahydro-1H-pyrazino[1,2-a]pyrazin-2-yl]quinoline-8-carbonitrile